CN1CC2=CC(=CC=C2CC1)N 2-methyl-1,2,3,4-tetrahydro-7-isoquinolinamine